C(O[C@@H]1[C@](O[C@H]([C@@H]1OC(OC)=O)C1=CC=C2C(=NC=NN21)\N=C/N(C)C)(COC(=O)OC)C#N)(OC)=O (2R,3S,4S,5S)-2-cyano-5-(4-(((Z)-(dimethylamino)methylene)amino)pyrrolo[2,1-f][1,2,4]triazin-7-yl)-2-(((methoxycarbonyl)oxy)methyl)tetrahydrofuran-3,4-diyl dimethyl bis(carbonate)